FC([C@@H]1C[C@@H](NCC1)C1=C(CN2C(NC(C3=C2C=CN3)=O)=C=S)C=CC=C1)F (2-((2R,4S)-4-(difluoromethyl)piperidin-2-yl)benzyl)-2-thiocarbonyl-1,2,3,5-tetrahydro-4H-pyrrolo[3,2-d]pyrimidin-4-one